(carboxymethyl)-5-hydroxy-1H-indole-3-carboxylic acid C(=O)(O)CN1C=C(C2=CC(=CC=C12)O)C(=O)O